FCC[C@H]1CNC(C1)=O (2S,3S)-3-(2-fluoroethyl)-5-oxopyrrolidin